N1C(=CC=C1)NC([O-])=S 1H-pyrrole-2-thiocarbamate